CN1C2=C(C=3C=CC(=CC13)C=1C=CC(=NC1)OC1CC(C1)OC1CCN(CC1)C1=CC(=NC=C1)I)C=NC=C2 5-[5-methyl-5H-pyrido[4,3-b]indol-7-yl]-2-[(1r,3r)-3-[[1-(2-iodopyridin-4-yl)piperidin-4-yl]oxy]cyclobutoxy]pyridine